OC1(C(C=O)C=C(C=C1)O)O 2,5-dihydroxysalicylaldehyde